2-[5-[[dimethyl(oxo)-λ6-sulfanylidene]amino]-3-ethylsulfonyl-2-pyridyl]-7-(trifluoromethyl)-6H-imidazo[1,2-c]pyrimidin-5-one CS(=O)(C)=NC=1C=C(C(=NC1)C=1N=C2N(C(NC(=C2)C(F)(F)F)=O)C1)S(=O)(=O)CC